C(C1=CC=CC=C1)SC=1C=C2C=CC(N(C2=CC1)C1=C(C=C(C(=C1)Cl)Br)OC)=O 6-(benzylthio)-1-(4-bromo-5-chloro-2-methoxyphenyl)quinolin-2(1H)-one